CN(C)\C=C/1\C(NC(CC1)=O)=O (E)-3-((dimethylamino)methylene)piperidine-2,6-dione